CC1(OI(C2=C1C=CC=C2)C(F)(F)F)C 3,3-dimethyl-1-(trifluoromethyl)-1lambda3,2-benziodoxole